(R)-4-(1-(4-(2-((tert-butyldiphenylsilyl)oxy)ethoxy)phenyl)pyrrolidin-2-yl)thiazol [Si](C1=CC=CC=C1)(C1=CC=CC=C1)(C(C)(C)C)OCCOC1=CC=C(C=C1)N1[C@H](CCC1)C=1N=CSC1